CCCC=CCCCC=CC=CC=C tetradecane-4,9,11,13-tetraene